C(C)C1(OCC=2N=NC(=CC21)C(=O)O)C 5-ethyl-5-methyl-5,7-dihydrofuro[3,4-c]pyridazine-3-carboxylic acid